C(C1=CC=CC=C1)SC1=CN=C(S1)C1=CC=C(C=C1)Br 5-(benzylthio)-2-(4-bromophenyl)thiazole